C1(=CC=CC=C1)C1=C(C2=C(C(=C(C=3C=CC4=CC=C(C1=C4C32)N)N)C3=CC=CC=C3)C3=CC=CC=C3)C3=CC=CC=C3 tetraphenylpyrene-1,6-diamine